(2r,3r,4s,5s)-2-(4-aminopyrrolo[2,1-f][1,2,4]triazin-7-yl)-5-azido-3,4-dihydroxy-5-(iodomethyl)tetrahydrofuran-2-carbonitrile NC1=NC=NN2C1=CC=C2[C@@]2(O[C@@]([C@H]([C@H]2O)O)(CI)N=[N+]=[N-])C#N